O=C(CCCCCCCC(=O)OC(CCCCCCCC)CCCCCCCC)CCCCCCCC(=O)OC(CC)CCCC 1-(heptadecan-9-yl) 17-(heptan-3-yl) 9-oxoheptadecanedioate